ethyl (E)-3-(1,4,5,8-tetramethoxynaphthalen-2-yl)acrylate COC1=C(C=C(C2=C(C=CC(=C12)OC)OC)OC)/C=C/C(=O)OCC